N'-((1,2,3,5,6,7-hexahydro-s-indacen-4-yl)carbamoyl)-4-(2-hydroxypropan-2-yl)-3-methylbenzenesulfonimidamide C1CCC2=C(C=3CCCC3C=C12)NC(=O)N=S(=O)(N)C1=CC(=C(C=C1)C(C)(C)O)C